(3R,4R)-4-({5-fluoro-7-[5-(trifluoromethyl)pyridin-2-yl]pyrrolo[2,1-f][1,2,4]triazin-2-yl}amino)-1-methanesulfonylpiperidin-3-ol FC=1C=C(N2N=C(N=CC21)N[C@H]2[C@@H](CN(CC2)S(=O)(=O)C)O)C2=NC=C(C=C2)C(F)(F)F